6-bromobenzo[c][1,2,5]oxadiazole 1-oxide BrC=1C=CC=2C(=[N+](ON2)[O-])C1